N1-((3-(4,4-bis(ethoxymethyl)cyclohexyl)-6,7-dihydro-5H-pyrrolo[1,2-a]imidazol-2-yl)methyl)-N1,N2-dimethylethane-1,2-diamine C(C)OCC1(CCC(CC1)C1=C(N=C2N1CCC2)CN(CCNC)C)COCC